C(C)(=O)NC([C@@H](N)C(S)(C)C)=O N-acetyl-β,β-dimethylcysteine amide